ClC=1C(=NC=C(C1)F)NC1=NC(=C2C(=N1)N(N=C2)C2OCCCC2)C N-(3-chloro-5-fluoropyridin-2-yl)-4-methyl-1-(tetrahydro-2H-pyran-2-yl)-1H-pyrazolo[3,4-d]pyrimidin-6-amine